7-(6-chloropyridin-2-yl)-2-(2,5-dimethyl-1H-pyrrol-1-yl)-[1,2,4]triazolo[1,5-a]pyridine ClC1=CC=CC(=N1)C1=CC=2N(C=C1)N=C(N2)N2C(=CC=C2C)C